4-[[4-(8-chloro-7-hydroxy-quinoxalin-2-yl)-3-methyl-pyrazol-1-yl]methyl]piperidine-1-carboxylic acid tert-butyl ester C(C)(C)(C)OC(=O)N1CCC(CC1)CN1N=C(C(=C1)C1=NC2=C(C(=CC=C2N=C1)O)Cl)C